(1R,2R,4R,6S)-2-((2-fluoro-4-(trifluoromethyl)phenyl)carbamoyl)-6-(4-(methylamino)phenyl)-4-phenoxycyclohexane-1-carboxylic acid FC1=C(C=CC(=C1)C(F)(F)F)NC(=O)[C@H]1[C@@H]([C@H](C[C@H](C1)OC1=CC=CC=C1)C1=CC=C(C=C1)NC)C(=O)O